4-bromo-1,1'-biphenyl-2,3,5,6-d4 BrC1=C(C(=C(C(=C1[2H])[2H])C1=CC=CC=C1)[2H])[2H]